((4-(7-(((2S,5R)-5-(Azetidine-1-sulfonamido)tetrahydro-2H-pyran-2-yl)methyl)-2,7-diazaspiro[3.5]nonan-2-yl)pyrimidin-5-yl)oxy)-5-fluoro-N-isopropyl-N-methylbenzamide N1(CCC1)S(=O)(=O)N[C@@H]1CC[C@H](OC1)CN1CCC2(CN(C2)C2=NC=NC=C2OC2=C(C(=O)N(C)C(C)C)C=C(C=C2)F)CC1